α-hydroxy-2-pyridinemethanesulfonic acid OC(S(=O)(=O)O)C1=NC=CC=C1